N(C(=O)C)C=1C=C(C(=O)O)C=CC1 m-acetaminobenzoic acid